2-{[(2S)-2-hydroxypropyl]amino}-3-[1-(1-methyl-1H-pyrazol-4-yl)ethyl]-3,4-dihydroquinazolin-4-one O[C@H](CNC1=NC2=CC=CC=C2C(N1C(C)C=1C=NN(C1)C)=O)C